3-Iodo-1,1-dimethoxy-propane ICCC(OC)OC